4,4'-(1,4-butanediyl)bis-pyridine C(CCCC1=CC=NC=C1)C1=CC=NC=C1